(1-((2R,3R,4S,5R)-2-cyano-3,4-dihydroxy-5-(hydroxymethyl)tetrahydrofuran-2-yl)-2-oxo-1,2-dihydropyrimidin-4-yl)carbamic acid pentyl ester C(CCCC)OC(NC1=NC(N(C=C1)[C@@]1(O[C@@H]([C@H]([C@H]1O)O)CO)C#N)=O)=O